ClC1=CC=C(CNC(=O)NC2CC3(C2)CC(C3)CC(=O)N3CCN(CC3)CC(C)(C)O)C=C1 1-(4-chlorobenzyl)-3-(6-(2-(4-(2-hydroxy-2-methylpropyl)piperazin-1-yl)-2-oxoethyl)spiro[3.3]heptan-2-yl)urea